3-(o-tolyl)isoxazole C1(=C(C=CC=C1)C1=NOC=C1)C